4-((2-phenylimidazo[1,2-a]pyridin-3-yl)amino)benzoic acid C1(=CC=CC=C1)C=1N=C2N(C=CC=C2)C1NC1=CC=C(C(=O)O)C=C1